N-(2-((6-methyl-8-(neopentylamino)pyrido[3,4-d]pyrimidin-2-yl)amino)-5-(4-methylthiazol-5-yl)phenyl)acrylamide CC1=CC2=C(N=C(N=C2)NC2=C(C=C(C=C2)C2=C(N=CS2)C)NC(C=C)=O)C(=N1)NCC(C)(C)C